S1C(=NC2=C1C=CC=C2)SC2CCC(CC2)=O 4-(benzothiazolylthio)cyclohexanone